5-Amino-3-[4-([[5-(2,2-dimethylpropyl)-4-methyl-1,3-thiazol-2-yl]carbamoyl]methyl)phenyl]-1-isopropylpyrazole-4-carboxamide NC1=C(C(=NN1C(C)C)C1=CC=C(C=C1)CC(NC=1SC(=C(N1)C)CC(C)(C)C)=O)C(=O)N